COC1=CC=C(C=C1)C1=C2C(=NC(=NC2=CC=C1)N)N (4-methoxyphenyl)quinazoline-2,4-diamine